OC(=O)C(F)(F)F.N1CC(C1)C1=CC(=C(CN2CC(C2)(C)OC(C)=O)C(=C1)C)C acetic acid 1-(4-(azetidin-3-yl)-2,6-dimethylbenzyl)-3-methylazetidin-3-yl ester TFA salt